3a-[4-(difluoromethoxy)-3-methoxy-phenyl]-1-methyl-2,3,4,5,7,7a-hexahydroindol-6-one FC(OC1=C(C=C(C=C1)C12CCN(C2CC(CC1)=O)C)OC)F